NCC=1C(NC(=CC1C)C(F)(F)F)=O 3-aminomethyl-4-methyl-6-(trifluoromethyl)pyridin-2(1H)-one